4-methyl-6-(5-(((3s,5r)-3-methyl-5-(4-methyl-1-oxo-1,3-dihydroisobenzofuran-5-yl)piperazin-1-yl)methyl)-1,3,4-oxadiazol-2-yl)pyridine-3-carbonitrile CC1=C(C=NC(=C1)C=1OC(=NN1)CN1C[C@@H](N[C@@H](C1)C=1C(=C2COC(C2=CC1)=O)C)C)C#N